FC(C1=NN=C(O1)C=1C=CC(=NC1)CN1C(N(C2=C1C=CC(=C2)F)C2CCN(CC2)CC)=O)F 1-((5-(5-(difluoromethyl)-1,3,4-oxadiazol-2-yl)pyridin-2-yl)methyl)-3-(1-ethylpiperidin-4-yl)-5-fluoro-1,3-dihydro-2H-benzo[d]imidazol-2-one